N1-(6-(4-Isopropyl-4H-1,2,4-triazol-3-yl)pyridin-2-yl)-N3-(isoxazol-5-yl)isophthalamide C(C)(C)N1C(=NN=C1)C1=CC=CC(=N1)NC(C1=CC(C(=O)NC2=CC=NO2)=CC=C1)=O